FC1=C(C#N)C=CC(=C1F)C(=O)N1CC2(C1)CC(C2)N(C=2C1=C(N=CN2)NC=C1)C 2,3-difluoro-4-(6-(methyl(7H-pyrrolo[2,3-d]pyrimidin-4-yl)amino)-2-azaspiro[3.3]heptane-2-carbonyl)benzonitrile